11,11-difluoro-13-oxa-4,5,9,18,19,22-hexaazatetracyclo[12.5.2.12,5.017,20]docosa-1(19),2(22),3,14(21),15,17(20)-hexaen-8-one FC1(CNC(CCN2N=CC(C3=NNC=4C=CC(OC1)=CC34)=N2)=O)F